6-bromo-N-[5-(2,2-difluoroethyl)-4-methoxy-pyrimidin-2-yl]-7-fluoro-1H-indole BrC1=CC=C2C=CN(C2=C1F)C1=NC=C(C(=N1)OC)CC(F)F